2-(azepan-1-yl)-4-((4-(4-(2-methoxyethyl)piperazin-1-yl)phenyl)amino)pyrimido[4,5-d]pyridazin-5(6H)-one N1(CCCCCC1)C=1N=C(C2=C(C=NNC2=O)N1)NC1=CC=C(C=C1)N1CCN(CC1)CCOC